NCC[N+](C)(CCN)CCN 2-amino-N,N-bis(2-aminoethyl)-N-methyl-ethanaminium